CC(C(=O)O)(CC1=C(C=CC=C1)[N+](=O)[O-])C 2,2-dimethyl-3-(2-nitro-phenyl)-propionic acid